1,2,4-thiadiazole-3-carboxylic acid methyl ester COC(=O)C1=NSC=N1